CCCCC/C=C\CCCCCCCC(=O)O[C@H](COC(=O)CCCCCCC/C=C\C/C=C\CCCCC)COP(=O)([O-])OCC[N+](C)(C)C 1-(9Z,12Z-octadecadienoyl)-2-(9Z-pentadecenoyl)-glycero-3-phosphocholine